Cl.N1CCC(CC1)C1=CC=C(C=C1)NC1C(NC(CC1)=O)=O 3-((4-(piperidin-4-yl)phenyl)amino)piperidine-2,6-dione hydrochloride